3-(2-((tert-butoxycarbonyl)amino)-7-fluorobenzo[d]thiazol-4-yl)-2-fluoro-14-oxo-7,8,8a,9,11,12-hexahydro-10H,14H-pyrazino[1',2':5,6][1,5]diazocino[3,2,1-hi]indole-10-carboxylate C(C)(C)(C)OC(=O)NC=1SC2=C(N1)C(=CC=C2F)C2=C1C=CN3C1=C(C=C2F)C(N2C(CC3)CN(CC2)C(=O)[O-])=O